3-(3-(2-ethoxyethoxy)phenyl)-6-fluoro-3,4-dihydroquinazolin C(C)OCCOC=1C=C(C=CC1)N1C=NC2=CC=C(C=C2C1)F